2-((1S,3r)-3-((S)-(4-methyl-4H-1,2,4-triazol-3-yl)(3-(6-(((1-methylcyclobutyl)-amino)methyl)-1-oxo-4-(trifluoromethyl)isoindolin-2-yl)phenyl)methyl)-cyclobutyl)acetonitrile CN1C(=NN=C1)[C@@H](C1CC(C1)CC#N)C1=CC(=CC=C1)N1C(C2=CC(=CC(=C2C1)C(F)(F)F)CNC1(CCC1)C)=O